O1COC2=C1C=CC(=C2)N(C(C2=CC(=CC=C2)N2N=C(C(=C2[C@@H](C2=CC=CC=C2)OC)Cl)C)=O)C N-(1,3-benzodioxol-5-yl)-3-[4-chloro-5-[(R)-methoxy(phenyl)methyl]-3-methyl-pyrazol-1-yl]-N-methyl-benzamide